C(CCCCCCCCC)(=O)[O-].[K+] Kalium decanoat